COC1=C(C=CC(=C1)OC)C(O)(C1=C(C=CC=C1)OC)C1=C(C=C(C=C1)OC)OC bis(2,4-dimethoxyphenyl)(2-methoxyphenyl)methanol